C(C)(CC)OCCCNCCCN1CCOCC1 N-(3-(sec-butoxy)propyl)-3-morpholinopropan-1-amine